CC(C(=O)OC1(CC(C1)N)C(F)(F)F)(C(C)C)C1=CC(=NO1)N1CCC(CC1)C1(CC1)N1CCC(CC1)OC1CC(C1)OC1=NC=CC(=C1)Br (1s,3s)-3-amino-1-(trifluoromethyl)cyclobutan-1-ol methyl-2-[3-[4-[1-[4-[3-[(4-bromo-2-pyridyl)oxy]cyclobutoxy]-1-piperidyl]cyclopropyl]-1-piperidyl]isoxazol-5-yl]-3-methyl-butanoate